Cl.N[C@H](C(=O)OCC)C(C)C Ethyl (S)-2-amino-3-methylbutyrate hydrochloride